[1(R)-[(1,2-dihydro-1-methanesulfonylspiro[3H-indole-3,4'-piperidin]-yl)carbonyl]-2-(phenylmethyloxy)ethyl]-2-amino-2-methylpropanamide methanesulfonate CS(=O)(=O)O.CS(=O)(=O)N1CC2(CCN(CC2)C(=O)[C@@H](COCC2=CC=CC=C2)CC(C(=O)N)(C)N)C2=CC=CC=C12